2-chlorophenylacetic acid ClC1=C(C=CC=C1)CC(=O)O